N,N-dimethylpropan-1-amine N-oxide C[N+](CCC)(C)[O-]